ClC1=C(N=C(S1)NC(=O)NCCO)[C@@](C)(C#C)C1=CC=C(C=C1)Cl (S)-1-(5-chloro-4-(2-(4-chlorophenyl)but-3-yn-2-yl)thiazol-2-yl)-3-(2-hydroxyethyl)urea